FC1=C(C(=C(N)C=C1)C1CCC2(OCCO2)CC1)C 4-fluoro-3-methyl-2-(1,4-dioxaspiro[4.5]decan-8-yl)aniline